NC=1N=NC(=CC1C=1C=NN(C1)C1CCC2(CN(C2)C2CCC(CC2)C(=O)OC)CC1)C1=C(C=CC=C1)O methyl 4-(7-(4-(3-amino-6-(2-hydroxyphenyl)pyridazin-4-yl)-1H-pyrazol-1-yl)-2-azaspiro[3.5]nonan-2-yl)cyclohexane-1-carboxylate